3-((3-((4-(3-amino-6-(2-hydroxyphenyl)pyridazin-4-yl)piperazin-1-yl)methyl)phenyl)amino)piperidine-2,6-dione NC=1N=NC(=CC1N1CCN(CC1)CC=1C=C(C=CC1)NC1C(NC(CC1)=O)=O)C1=C(C=CC=C1)O